tert-Butyl {(1R,3R)-1-[4-({[tert-butyl(dimethyl)silyl]oxy}methyl)-5-isopropyl-1,3-thiazol-2-yl]-1-hydroxy-4-methylpentan-3-yl}methylcarbamate [Si](C)(C)(C(C)(C)C)OCC=1N=C(SC1C(C)C)[C@@H](C[C@H](C(C)C)N(C(OC(C)(C)C)=O)C)O